2-chloro-3-iodopyrazine ClC1=NC=CN=C1I